C1(CC1)C1=C(C(=NO1)C1=C(C=CC=C1Cl)Cl)CO[C@H]1[C@@H]2CN([C@H](C1)C2)C(C/C(/C(=O)OCC)=N/NC)=O ethyl (2Z)-4-[(1S,4S,5R)-5-[[5-cyclopropyl-3-(2,6-dichlorophenyl)-1,2-oxazol-4-yl]methoxy]-2-azabicyclo[2.2.1]heptan-2-yl]-2-(2-methylhydrazin-1-ylidene)-4-oxobutanoate